1-(4-((2-aminoethyl)amino)-6-methylpyrimidin-2-yl)-3-(quinolin-6-yl)urea NCCNC1=NC(=NC(=C1)C)NC(=O)NC=1C=C2C=CC=NC2=CC1